FC=1C=C2C=3C(=NNC(C3C1)=O)C(C(N2)C2=CC=C(C=C2)F)N2C(N(C1(CCC1)C2=O)C)=S 5-fluoro-8-(4-fluorophenyl)-9-(5-methyl-8-oxo-6-thioxo-5,7-diazaspiro[3.4]octane-7-yl)-8,9-dihydro-2H-pyrido[4,3,2-de]phthalazin-3(7H)-one